C1(CC1)C1CN(C1)C(=O)C1=CC=C(C=C1)[C@@H]1CC2(CC(C2)(F)F)CCN1CC1=C2C=CNC2=C(C=C1OC)C (S)-(3-cyclopropylazetidin-1-yl)(4-(2,2-difluoro-7-((5-methoxy-7-methyl-1H-indol-4-yl)methyl)-7-azaspiro[3.5]nonan-6-yl)phenyl)methanone